FC1=C(C=CC(=C1F)C=1C=NNC1)N1CCN(CC1)C(=O)N1CCCC1 (4-(2,3-difluoro-4-(1H-pyrazol-4-yl)phenyl)piperazin-1-yl)(pyrrolidin-1-yl)methanone